C(C=CCCC#N)#N hex-2-enedionitrile